ethyl 4-methyl-2-(3-(3-(5-methyl-1,2,4-oxadiazol-3-yl)benzamido)-N-propylpropanamido)thiazole-5-carboxylate CC=1N=C(SC1C(=O)OCC)N(C(CCNC(C1=CC(=CC=C1)C1=NOC(=N1)C)=O)=O)CCC